1,3,5-trimethylolhexahydros-triazine ethyl-5-amino-2-(2-amino-6-cyano-3-pyridyl)-6-(5-methyl-1-tetrahydropyran-2-yl-indazol-4-yl)pyrimidine-4-carboxylate C(C)OC(=O)C1=NC(=NC(=C1N)C1=C2C=NN(C2=CC=C1C)C1OCCCC1)C=1C(=NC(=CC1)C#N)N.C(O)N1CN(CN(C1)CO)CO